C(C=C)(=O)N1CCN(CC1)C1=NC(=NC2=CC=C(C=C12)C=1C=C(C(=NC1)OC)NS(=O)(=O)C1=C(C=C(C=C1)F)F)N N-(5-(4-(4-acryloylpiperazin-1-yl)-2-aminoquinazoline-6-yl)-2-methoxypyridin-3-yl)-2,4-difluorobenzenesulfonamide